tert-butyl (2-(2-(2-(3-(2-methyl-2H-tetrazol-5-yl)-4-((4-(trifluoromethyl)phenyl)amino) benzamido) ethoxy)ethoxy)ethyl)carbamate CN1N=C(N=N1)C=1C=C(C(=O)NCCOCCOCCNC(OC(C)(C)C)=O)C=CC1NC1=CC=C(C=C1)C(F)(F)F